(S)-5-chloro-2-(4-(cyclobutylmethyl)-2-methylpiperazin-1-yl)pyridin-4-amine ClC=1C(=CC(=NC1)N1[C@H](CN(CC1)CC1CCC1)C)N